2-(difluoromethyl)-4-iodo-5-methyl-phenylacetic acid FC(C1=C(C=C(C(=C1)I)C)CC(=O)O)F